Methyl 6-(1-isopropylpent-4-enylamino)-3-nitro-5-(trifluoromethyl)pyridine-2-carboxylate C(C)(C)C(CCC=C)NC1=C(C=C(C(=N1)C(=O)OC)[N+](=O)[O-])C(F)(F)F